BrC1=C2C(=CNC2=CC(=C1)O)C=O 4-BROMO-6-HYDROXYINDOLE-3-CARBOXALDEHYDE